CC1=NOC(=C1COC=1C=C(C(=O)O)C=CC1)C 3-((3,5-dimethylisoxazol-4-yl)methoxy)benzoic acid